N1=CC=CC2=C(C=CC=C12)C1(CC1)N 1-(quinolin-5-yl)cyclopropane-1-amine